5-bromo-1-(p-toluenesulfonyl)pyrrolo[2,3-b]Pyridine BrC=1C=C2C(=NC1)N(C=C2)S(=O)(=O)C2=CC=C(C)C=C2